((S)-3-(5-fluoropyridin-3-yl)isoxazolidin-2-yl)methanone FC=1C=C(C=NC1)[C@H]1N(OCC1)C=O